methyl-4-[(1-methylcyclopropyl)amino]-N-(6-methylpyridin-3-yl)furo[2,3-d]pyrimidine-5-carboxamide CC=1N=C(C2=C(N1)OC=C2C(=O)NC=2C=NC(=CC2)C)NC2(CC2)C